N-(1-methyl-3-(7-(methylthio)-2-phenyl-2,3-dihydro-[1,4]dioxino[2,3-c]pyridin-5-yl)-1H-pyrrolo[2,3-c]pyridin-5-yl)acetamide CN1C=C(C=2C1=CN=C(C2)NC(C)=O)C2=NC(=CC1=C2OCC(O1)C1=CC=CC=C1)SC